C1(CC1)[C@H](C(C)(C)O)N1C(C2=C(C(=CC=C2C1)F)I)=O |o1:3| (R or S)-2-(1-cyclopropyl-2-hydroxy-2-methylpropyl)-6-fluoro-7-iodoisoindolin-1-one